N-(5,6-dichloro-1H-benzo[d]imidazol-2-yl)-1-(1H-pyrazol-1-yl)cyclohexane-1-carboxamide ClC1=CC2=C(NC(=N2)NC(=O)C2(CCCCC2)N2N=CC=C2)C=C1Cl